NC1=NN(C=C1C#N)CC=1C=C(C=CC1)C 3-amino-1-(m-tolylmethyl)pyrazole-4-carbonitrile